N-(1-hydroxy-2-methylpropan-2-yl)-2-{ethyl[2-(1-methyl-1H-imidazol-4-yl)-5H,6H,7H-cyclopenta[d]pyrimidin-4-yl]amino}acetamide OCC(C)(C)NC(CN(C=1C2=C(N=C(N1)C=1N=CN(C1)C)CCC2)CC)=O